(2S,4R)-N-((5-cyclopropylpyridin-2-yl)(phenyl)methyl)-4-fluoropyrrolidine-2-carboxamide hydrochloride Cl.C1(CC1)C=1C=CC(=NC1)C(NC(=O)[C@H]1NC[C@@H](C1)F)C1=CC=CC=C1